C(C)(C)C1=C2C=C(N=CC2=C(C=C1)N1[C@@H]([C@H](C1)CS(=O)(=O)C)C)NC1=NC(=NC=C1)C=1C(N(CC1)C)=O 3-(4-((5-isopropyl-8-((2R,3S)-2-methyl-3-((methanesulfonyl)methyl)azetidin-1-yl)isoquinolin-3-yl)amino)pyrimidin-2-yl)-1-methyl-1,5-dihydro-2H-pyrrol-2-one